IC1=C2C(=NC=C1)N(N=C2C)COCC[Si](C)(C)C 4-Iodo-3-methyl-1-((2-(trimethylsilyl)ethoxy)methyl)-1H-pyrazolo[3,4-b]pyridine